2-methyl-6-nitrophenylnaphthalen-1-yl (S)-(4-methoxyphenyl) phosphonate P(OC1=C(C=CC2=CC=CC=C12)C1=C(C=CC=C1[N+](=O)[O-])C)(OC1=CC=C(C=C1)OC)=O